4-(Methoxyimino)piperidine-2-carboxylic acid methyl ester COC(=O)C1NCCC(C1)=NOC